ClC=1N=CC2=C(C=CC(=C2C1)C(C)C)OCC1CCC=2N1C=NC2 3-Chloro-8-((6,7-dihydro-5H-pyrrolo[1,2-c]imidazol-5-yl)methoxy)-5-isopropylisoquinoline